S1C(=NC2=C1C=CC=C2)NC(=NC(=O)NC2=CC(=C(C(=C2)OC)OC)OC)N N-benzo[d]thiazol-2-yl-N''-(3,4,5-trimethoxyaniline-carbonyl)-guanidine